methyl-ethylamine tantalum [Ta].CNCC